methyl (4-((5-(4-(1H-pyrazol-1-yl)phenyl)-4-fluoro-1H-pyrazol-3-yl)amino)-3-methylphenyl)carbamat N1(N=CC=C1)C1=CC=C(C=C1)C1=C(C(=NN1)NC1=C(C=C(C=C1)NC(OC)=O)C)F